OC=1C2=C(N=C(N1)NC(=O)OC)C(=NN2CC2=C(C=C(C(=O)OC)C=C2)OC)I methyl 4-((7-hydroxy-3-iodo-5-((methoxy-carbonyl)amino)-1H-pyrazolo[4,3-d]pyrimidin-1-yl)methyl)-3-methoxybenzoate